The molecule is an organophosphate oxoanion that is the dianion of N-(5'-phosphopyridoxyl)-D-alanine having anionic carboxy, hydroxy and phosphate groups with the secondary amino group and pyridine nitrogen protonated. It has a role as an epitope and an antigen. It is a conjugate base of a N-(5'-phosphopyridoxyl)-D-alanine. CC1=NC=C(C(=C1O)C[NH2+][C@H](C)C(=O)[O-])COP(=O)([O-])[O-]